2-[2'-hydroxy-3'-tert-butyl-5'-(methacryloyloxyethyl)phenyl]-2H-benzotriazole OC1=C(C=C(C=C1C(C)(C)C)CCOC(C(=C)C)=O)N1N=C2C(=N1)C=CC=C2